N-(1-methyloctyl)imidodisulfuric acid disodium salt [Na+].[Na+].CC(CCCCCCC)N(S(=O)(=O)[O-])S(=O)(=O)[O-]